C(C)NC(CCS(=O)CCC(F)(F)F)=O N-ethyl-3-[(3,3,3-trifluoropropyl)sulfinyl]-propionamide